COC(=O)C1=NC(=NC(=C1)Cl)Cl.N1=CN=C(C=C1)C(=O)OC methyl pyrimidine-4-carboxylate methyl-2,6-dichloropyrimidine-4-carboxylate